CN1C(N(C=C(C1=O)C)CC(=O)N1[C@@H](C[C@H](C1)F)C(=O)N[C@@H](C1=CC=CC=C1)C1=CC(=C(C=C1)C(C)C)F)=O (2S,4R)-1-[2-(3,5-dimethyl-2,4-dioxo-1,2,3,4-tetrahydropyrimidin-1-yl)acetyl]-4-fluoro-N-[(S)-[3-fluoro-4-(propan-2-yl)phenyl](phenyl)methyl]pyrrolidine-2-carboxamide